CC1=CC=CC(=N1)C1=C(C=NN1)C=1N=C2C=C(C=NC2=CC1)C(=O)OC methyl 6-[5-(6-methyl-2-pyridyl)-1H-pyrazol-4-yl]-1,5-naphthyridine-3-carboxylate